(N1e)-L-Norvaline N[C@@H](CCC)C(=O)O